2-[3-ethylsulfonyl-7-(2,2,2-trifluoroethoxy)imidazo[1,2-a]pyridin-2-yl]-6-(trifluoromethyl-sulfonyl)isoindolin-1-one C(C)S(=O)(=O)C1=C(N=C2N1C=CC(=C2)OCC(F)(F)F)N2C(C1=CC(=CC=C1C2)S(=O)(=O)C(F)(F)F)=O